8-[(1R)-1-aminoethyl]-2-(4,4-dimethyl-1-piperidyl)-6-methyl-chromen-4-one N[C@H](C)C=1C=C(C=C2C(C=C(OC12)N1CCC(CC1)(C)C)=O)C